3-(6-bromo-3-isoquinolinyl)-1-methyl-1-(1-methyl-4-piperidinyl)urea BrC=1C=C2C=C(N=CC2=CC1)NC(N(C1CCN(CC1)C)C)=O